[C@H]12CN(C[C@H](CC1)N2)C=2C1=C(N=C(N2)OCC2(CC2)CN2CCOCC2)C(N(CC1)C1=CC(=CC2=CC=C(C(=C12)F)F)O)=O 4-((1R,5S)-3,8-Diazabicyclo[3.2.1]octan-3-yl)-7-(7,8-difluoro-3-hydroxynaphthalen-1-yl)-2-((1-(morpholinomethyl)cyclopropyl)methoxy)-6,7-dihydropyrido[3,4-d]pyrimidin-8(5H)-one